ClC=1C(=CC(=C(C1)S(=O)(=O)N(C=1SC=CN1)CC1=C(C=C(C=C1)OC)OC)F)N[C@@H](C)C1=CC(=CC=C1)Cl (S)-5-chloro-4-((1-(3-chlorophenyl)ethyl)amino)-N-(2,4-dimethoxybenzyl)-2-fluoro-N-(thiazol-2-yl)benzenesulfonamide